methyl (1r,2'S,4S)-4-(3-chloroanilino)-2'-[(2R)-3-hydroxy-2-methylpropyl]-6'-(methoxymethyl)-2',3'-dihydrospiro[cyclohexane-1,1'-indene]-4-carboxylate ClC=1C=C(NC2(CCC3([C@H](CC4=CC=C(C=C34)COC)C[C@H](CO)C)CC2)C(=O)OC)C=CC1